1-(5,7-bis(4-methylpiperazine-1-carbonyl)-2,3,4,9-tetrahydro-1H-carbazol-3-yl)-3-(4-chloro-3-(trifluoromethyl)phenyl)urea CN1CCN(CC1)C(=O)C1=C2C=3CC(CCC3NC2=CC(=C1)C(=O)N1CCN(CC1)C)NC(=O)NC1=CC(=C(C=C1)Cl)C(F)(F)F